2-methyl-2-(5-(prop-2-yn-1-ylamino)pyridin-2-yl)propionitrile CC(C#N)(C)C1=NC=C(C=C1)NCC#C